(1R,2R)-2-(3-(2-((S)-2-methylazetidin-1-yl)-6,7-dihydro-5H-cyclopenta[d]pyrimidin-4-yl)phenyl)cyclopropane-1-carboxylic acid C[C@@H]1N(CC1)C=1N=C(C2=C(N1)CCC2)C=2C=C(C=CC2)[C@H]2[C@@H](C2)C(=O)O